Trans-2-(dimethylamino)cyclopropanol CN([C@H]1[C@@H](C1)O)C